6-amino-5-(3-fluoro-4-methoxy-5-(propylsulfonamido)phenyl)nicotinic acid NC1=NC=C(C(=O)O)C=C1C1=CC(=C(C(=C1)NS(=O)(=O)CCC)OC)F